C(CCCCCCCCCCC)C=1N=C(NC1)S(=O)(=O)O dodecylsulfoimidazole